C(C1=CC=CC=C1)OC(=O)N[C@H](C(=O)OC(C)(C)C)[C@H](CC=C)CN1CCOCC1 (2S,3R)-tert-butyl 2-(benzyloxycarbonylamino)-3-(morpholinomethyl)hex-5-enoate